ClC1=CC=C2C(=CC(=CC2=C1Cl)N1[C@@H](C[C@@H](C1)O)C(=O)OC)N1C=NC=C1 methyl (2S,4S)-1-(7,8-dichloro-4-(1H-imidazol-1-yl) naphthalen-2-yl)-4-hydroxypyrrolidine-2-carboxylate